6-(5-(1,3-Dioxolan-2-yl)pentyl)-2-(2,6-dioxopiperidin-3-yl)-6,7-dihydropyrrolo[3,4-f]isoindole-1,3(2H,5H)-dione O1C(OCC1)CCCCCN1CC=2C=C3C(=CC2C1)C(N(C3=O)C3C(NC(CC3)=O)=O)=O